O=C(/C=C/C1=CC=C(C=C1)NC(=O)NC1=CC=C(C=C1)C(F)(F)F)N1CCC=CC1=O (E)-1-(4-(3-oxo-3-(6-oxo-3,6-dihydropyridin-1(2H)-yl)prop-1-en-1-yl)phenyl)-3-(4-(trifluoromethyl)phenyl)urea